NC=1C=CC(=C(C1)NC1=NC(=NC=C1C=1CN(CC1)C(=O)OC(C)(C)C)NC=1C=NN(C1)C)F tert-butyl 3-{4-[(5-amino-2-fluorophenyl)amino]-2-[(1-methyl-1H-pyrazol-4-yl)amino]pyrimidin-5-yl}-2,5-dihydro-1H-pyrrole-1-carboxylate